methyl 2-hydroxy-3-oxo-2-(trifluoromethyl)pentanoate OC(C(=O)OC)(C(CC)=O)C(F)(F)F